C12(CC3CC(CC(C1)C3)C2)C=2C=C(C=3[C@H]1[C@H](C(OC3C2)(C)C)CC=C(C1)CO)O (6Ar,10aR)-3-(1-adamantyl)-9-(hydroxymethyl)-6,6-dimethyl-6a,7,10,10a-tetrahydrobenzo[c]chromen-1-ol